C(C)(C)(C)C1=CC(=CC(=C1)C(C)(C)C)C(C)(C)C 1,3,5-tri-t-butylbenzene